5-((((2'-(3-((4-(((1-acetylpiperidin-4-yl)amino)methyl)-3-fluoropyridin-2-yl)amino)-2-methylphenyl)-3'-chloro-6-methoxy-[2,4'-bipyridin]-5-yl)methyl)amino)methyl)pyrrolidin-2-one C(C)(=O)N1CCC(CC1)NCC1=C(C(=NC=C1)NC=1C(=C(C=CC1)C1=NC=CC(=C1Cl)C1=NC(=C(C=C1)CNCC1CCC(N1)=O)OC)C)F